C(C)OC(C(\C=C\C(C)(C)C)NC(=O)C1N(CCN(C1)C1=NC=CC=C1)C(=O)OC(C)(C)C)=O tert-butyl 2-{[(3E)-1-ethoxy-5,5-dimethyl-1-oxohex-3-en-2-yl]carbamoyl}-4-(pyridin-2-yl)piperazine-1-carboxylate